(6R,9S)-N-(3,4-dichlorophenyl)-3-oxo-3,5,6,7,8,9-hexahydro-2H-6,9-methano-cyclohepta[c]-pyridine-10-carboxamide ClC=1C=C(C=CC1Cl)NC(=O)C1[C@H]2CC=3C(=CNC(C3)=O)[C@H]1CC2